C(C=C)(=O)OCCC1(OCC1)C1=CC=CC=C1 acryloyloxyethyl-phenyloxetane